(R)-(3-Aminopiperidin-1-yl)(2-(1-((5-fluoropyridin-2-yl)methyl)-1H-indol-2-yl)-3-methylimidazo[1,2-a]pyridin-7-yl)methanone N[C@H]1CN(CCC1)C(=O)C1=CC=2N(C=C1)C(=C(N2)C=2N(C1=CC=CC=C1C2)CC2=NC=C(C=C2)F)C